CC1(CN(CCC1C1=CC=CC=C1)C(=O)C1=CN=CC(N1)=O)C 6-(3,3-dimethyl-4-phenylpiperidine-1-carbonyl)pyrazin-2(1H)-one